(R)-2-(1-(2-(1-hydroxyethyl)-1H-imidazo[4,5-c]quinolin-1-yl)piperidin-4-yl)acetonitrile O[C@H](C)C=1N(C2=C(C=NC=3C=CC=CC23)N1)N1CCC(CC1)CC#N